ClC=1C(=CC=C2C1OCC[C@]21N=C2N(C=C(C=C2OC(F)F)C(F)(F)F)C1)C#N (S)-8-chloro-8'-(difluoromethoxy)-6'-(trifluoromethyl)-3'H-spiro[chromane-4,2'-imidazo[1,2-a]pyridine]-7-carbonitrile